4,4'-bis(2-ethoxycarbonylmethoxy)-3,3',5,5'-tetra-t-butylbiphenyl CCOC(=O)COC1=C(C=C(C=C1C(C)(C)C)C1=CC(=C(C(=C1)C(C)(C)C)OCC(=O)OCC)C(C)(C)C)C(C)(C)C